C(CCC)(=O)OC=1C(=NC=CC1OC)C(N[C@@H](C)C=1SC(=NN1)C1=CC(=CC=C1)C(C)C)=O (S)-2-((1-(5-(3-isopropylphenyl)-1,3,4-thiadiazol-2-yl)ethyl)carbamoyl)-4-methoxypyridin-3-yl butyrate